ClC1=C(C2=C(C=N1)N(C(N2C)=O)C2[C@@H]1CN(C[C@H]21)C(=O)OC(C)(C)C)F tert-butyl (1R,5S)-6-(6-chloro-7-fluoro-1-methyl-2-oxo-imidazo[4,5-c]pyridin-3-yl)-3-azabicyclo[3.1.0]hexane-3-carboxylate